(1S,2R)-2-((S)-5-Bromo-8-((5-isopropyl-1,2,4-oxadiazol-3-yl)methoxy)-1-((2-oxopyrrolidin-1-yl)methyl)-1,2,3,4-tetrahydroisochinolin-2-carbonyl)cyclohexan BrC1=C2CCN([C@@H](C2=C(C=C1)OCC1=NOC(=N1)C(C)C)CN1C(CCC1)=O)C(=O)C1CCCCC1